(3S)-2'-[6-amino-5-(trifluoromethyl)pyridin-3-yl]-N-ethyl-5',6'-dihydrospiro[pyrrolidine-3,4'-pyrrolo[1,2-b]pyrazole]-1-carboxamide NC1=C(C=C(C=N1)C=1C=C2N(N1)CC[C@@]21CN(CC1)C(=O)NCC)C(F)(F)F